(S)-3-(2-((1-(4-methoxybenzyl)-6-oxo-5-(trifluoromethyl)-1,6-dihydropyridazin-4-yl)amino)propoxy)propanaldehyde COC1=CC=C(CN2N=CC(=C(C2=O)C(F)(F)F)N[C@H](COCCC=O)C)C=C1